2-acetamido-2-(2-(cyclopropanesulfonamido)thiazol-4-yl)-N-(4-(6-ethoxypyrazin-2-yl)phenyl)acetamide C(C)(=O)NC(C(=O)NC1=CC=C(C=C1)C1=NC(=CN=C1)OCC)C=1N=C(SC1)NS(=O)(=O)C1CC1